C(C)(C)(C)OC(=O)N1OC1C1=CC=C(C=C1)C#N N-tert-butoxycarbonyl-3-(4-cyanophenyl)oxaziridine